5-[2-ethyl-6-[4-[(4-piperazin-1-ylphenyl)methyl]piperazin-1-yl]-3-pyridyl]-1,3-dimethyl-pyridin-2-one C(C)C1=NC(=CC=C1C=1C=C(C(N(C1)C)=O)C)N1CCN(CC1)CC1=CC=C(C=C1)N1CCNCC1